C(CCC)OC1=NN2C(C(=N1)N)=NC=C2CC2=C(C=C(C=C2)CN2CCCC2)F D-2-butoxy-7-(2-fluoro-4-(pyrrolidin-1-ylmethyl)benzyl)imidazo[2,1-f][1,2,4]triazin-4-amine